tert-butyl N-(5-bromo-4-methoxypyridin-2-yl)-N-methylcarbamate BrC=1C(=CC(=NC1)N(C(OC(C)(C)C)=O)C)OC